N1=C(C=CC=C1)C1=NNC(=C1)N 3-(pyridin-2-yl)-1H-pyrazol-5-amine